ClC=1C=CC2=C(N(C(=N2)C2=CC=CC3=CC=CC=C23)C(=O)C2=CC=C(C=C2)OC)C1 (6-chloro-2-(naphthalen-1-yl)-1H-benzo[d]imidazol-1-yl)(4-methoxyphenyl)methanone